flavanetriol O1C(C(CC2=CC=CC=C12)(O)O)(C1=CC=CC=C1)O